FC1=C(C=CC(=C1)OC1=NN(C=C1)C=1C=NC(=C(C1)F)C)NC1=NC=NC2=CC(=C(C=C12)NC1CCN(CC1)C(C#CC)=O)OC 1-(4-((4-((2-fluoro-4-((1-(5-fluoro-6-methylpyridin-3-yl)-1H-pyrazol-3-yl)oxy)phenyl)amino)-7-methoxyquinazolin-6-yl)amino)piperidin-1-yl)but-2-yn-1-one